C(CCC)C(=O)[C-]1C=CC=C1.[CH-]1C=CC=C1.[Fe+2] butcarbonyl-ferrocene